(S)-benzyl 4-(1-(tert-butoxycarbonyl)pyrrolidin-2-yl)-6-chloroisoindoline-2-carboxylate C(C)(C)(C)OC(=O)N1[C@@H](CCC1)C1=C2CN(CC2=CC(=C1)Cl)C(=O)OCC1=CC=CC=C1